(S)-4-(2-(4-chloro-2-fluorophenyl)-2-methylbenzo[d][1,3]dioxol-4-yl)piperidine 4-methylbenzenesulfonate CC1=CC=C(C=C1)S(=O)(=O)O.ClC1=CC(=C(C=C1)[C@@]1(OC2=C(O1)C=CC=C2C2CCNCC2)C)F